FC1=CC=CC=2C=3N(C(=NC12)N[C@H]1C(NCCNC1)=O)N=C(N3)C=3C=NN(C3)C(C)C (6R)-6-({7-fluoro-2-[1-(propan-2-yl)-1H-pyrazol-4-yl][1,2,4]triazolo[1,5-c]quinazolin-5-yl}amino)-1,4-diazepan-5-one